C(CCCC)OC(=O)[N] pentyloxycarbonyl-nitrogen